C(C)N(C(=O)[C@@H]1CN([C@@H]2CC=3C4=C(C2=C1)C=CC=C4NC3)CC3=CC(=CC=C3)C)CC (6aR,9S)-N,N-diethyl-7-(3-methylbenzyl)-4,6,6a,7,8,9-hexahydroindolo[4,3-fg]quinoline-9-carboxamide